3-(2-aminopyridin-4-yl)piperidine-2,6-dione NC1=NC=CC(=C1)C1C(NC(CC1)=O)=O